BrC1=CC=C(S1)CN1C(C(CC1)C)=O 1-((5-bromothiophen-2-yl)methyl)-3-methylpyrrolidin-2-one